2-(2-(4-(3-(3-(3-hydroxypyrrolidin-1-yl)propanamido)-2-methylphenyl)indoline-1-carbonyl)-6,7-dihydrothiazolo[5,4-c]pyridin-5(4H)-yl)acetic acid OC1CN(CC1)CCC(=O)NC=1C(=C(C=CC1)C1=C2CCN(C2=CC=C1)C(=O)C=1SC=2CN(CCC2N1)CC(=O)O)C